N[C@H](C(=O)N1CCN(CC1)C1=NC=2N(C=C1)N=CC2F)CC(C)C (S)-2-amino-1-(4-(3-fluoropyrazolo[1,5-a]pyrimidin-5-yl)piperazin-1-yl)-4-methylpentan-1-one